3-(5-(((1R,2S)-2-(3-(3-chloro-pyridin-4-yl)azetidin-1-yl)-cyclohexyl)oxy)-1-oxoisoindolin-2-yl)piperidine-2,6-dione ClC=1C=NC=CC1C1CN(C1)[C@@H]1[C@@H](CCCC1)OC=1C=C2CN(C(C2=CC1)=O)C1C(NC(CC1)=O)=O